2-(4-hydroxy-3,5-dimethylphenyl)-4-oxo-3,4-dihydroquinazoline-6-carbaldehyde OC1=C(C=C(C=C1C)C1=NC2=CC=C(C=C2C(N1)=O)C=O)C